(3aR,5r,6aS)-5-[6-(2-chloro-5-fluoro-phenyl)pyridazin-3-yl]oxy-2-(3,3-dimethylbutyl)-3,3a,4,5,6,6a-hexahydro-1H-cyclopenta[c]pyrrole ClC1=C(C=C(C=C1)F)C1=CC=C(N=N1)OC1C[C@@H]2[C@@H](CN(C2)CCC(C)(C)C)C1